The molecule is a tetrasaccharide derivative consisting of alpha-L-rhamnose, alpha-D-galactose, N-acetyl-alpha-D-glucosamine and alpha-L-rhamnose residues in a linear (1->2, (1->3), (1->3) sequence. It is a tetrasaccharide derivative and a glucosamine oligosaccharide. C[C@H]1[C@@H]([C@H]([C@H]([C@@H](O1)O)O)O[C@@H]2[C@@H]([C@H]([C@@H]([C@H](O2)CO)O)O[C@@H]3[C@@H]([C@H]([C@H]([C@H](O3)CO)O)O)O[C@H]4[C@@H]([C@@H]([C@H]([C@@H](O4)C)O)O)O)NC(=O)C)O